ClC=1C=C(C=C(C1)NS(=O)(=O)C)NC(=O)C=1SC(=C(C1)C1=NC=C(C=C1F)N1CCC(CC1)(F)F)C N-(3-chloro-5-(methylsulfonamido)phenyl)-4-(5-(4,4-difluoropiperidin-1-yl)-3-fluoropyridin-2-yl)-5-methylthiophene-2-carboxamide